tert-Butyl 3-((2-amino-4-(methoxycarbonyl)-5-methylphenyl)ethynyl)azetidine-1-carboxylate NC1=C(C=C(C(=C1)C(=O)OC)C)C#CC1CN(C1)C(=O)OC(C)(C)C